C(C)(C)(C)OC=1C=C2CC[C@@H]([C@@H](C2=CC1)C1=CC=C(C=C1)N1CCC2(CCC(CO2)C(=O)OC)CC1)C1=CC=CC=C1 methyl 9-(4-((1R,2S)-6-(tert-butoxy)-2-phenyl-1,2,3,4-tetrahydronaphthalen-1-yl)phenyl)-1-oxa-9-azaspiro[5.5]undecane-3-carboxylate